8-(3-ethoxy-4-hydroxypiperidin-1-yl)-5-methyl-6-oxo-5,6-dihydro-1,5-naphthyridine-2-carbonitrile C(C)OC1CN(CCC1O)C1=CC(N(C=2C=CC(=NC12)C#N)C)=O